FC=1C=C2C=C(NC2=CC1)C=1N(C(C2=CC(=CC(=C2C1)C(C)NC1=C(C(=O)OC(C)(C)C)C=CC=C1)C)=O)C tert-butyl 2-((1-(3-(5-fluoro-1H-indol-2-yl)-2,7-dimethyl-1-oxo-1,2-dihydroisoquinolin-5-yl)ethyl)amino)benzoate